ethyl [1-(6-chloropyridazin-4-yl)azetidin-3-yl]acetate ClC1=CC(=CN=N1)N1CC(C1)CC(=O)OCC